C1(=CC=CC=C1)C=1C(=NC(=CC1)C1=CC=C(C=C1)C1=CC(=C(C=C1)C(=O)O)C(=O)O)C1=CC=C(C=C1)C1=CC(=C(C=C1)C(=O)O)C(=O)O phenyl-2,6-bis[4-(3,4-dicarboxyphenyl)phenyl]Pyridine